3-(3,4-dimethoxyphenyl)-2,5-dimethyl-N-[(3-methylsulfonylphenyl)methyl]pyrazolo[1,5-a]pyrimidin-7-amine COC=1C=C(C=CC1OC)C=1C(=NN2C1N=C(C=C2NCC2=CC(=CC=C2)S(=O)(=O)C)C)C